5-methoxy-4-((1-(4-(methoxycarbonyl)phenyl)-2-azaspiro[3.3]heptan-2-yl)methyl)-7-methyl-1H-indole-1-carboxylic acid tert-butyl ester C(C)(C)(C)OC(=O)N1C=CC2=C(C(=CC(=C12)C)OC)CN1C(C2(C1)CCC2)C2=CC=C(C=C2)C(=O)OC